3,3-Dibutyl-2-methyl-7-(methylthio)-1,1-dioxido-5-phenyl-2,3,4,5-tetrahydro-1,2,5-benzothiadiazepin-8-yl trifluoromethanesulfonate FC(S(=O)(=O)OC1=CC2=C(N(CC(N(S2(=O)=O)C)(CCCC)CCCC)C2=CC=CC=C2)C=C1SC)(F)F